rel-(2R,3S,4S,5R)-3-(3,4-difluoro-2-methoxyphenyl)-4,5-dimethyl-5-(trifluoromethyl)tetrahydrofuran-2-carboxamide FC=1C(=C(C=CC1F)[C@H]1[C@@H](O[C@]([C@H]1C)(C(F)(F)F)C)C(=O)N)OC |o1:8,9,11,12|